6-(2,5-dichloropyrimidin-4-yl)-4-fluoro-2-methyl-1-(propan-2-yl)-1H-benzimidazole ClC1=NC=C(C(=N1)C=1C=C(C2=C(N(C(=N2)C)C(C)C)C1)F)Cl